3-cyano-5-(5-(2-((2,2-difluorobenzo[d][1,3]dioxol-5-yl)(methyl)amino)-2-oxoethyl)-4-oxo-4,5-dihydrofuro[2,3-d]pyridazin-7-yl)benzoic acid C(#N)C=1C=C(C(=O)O)C=C(C1)C1=NN(C(C2=C1OC=C2)=O)CC(=O)N(C)C2=CC1=C(OC(O1)(F)F)C=C2